di(2-hydroxyethyl) itaconate C(C(=C)CC(=O)OCCO)(=O)OCCO